ClC1=C2SC=3C=C(C=CC3C(C2=CC=C1)=O)N1CC(CC1)C(=O)O (5-chloro-9-oxo-thioxanthen-3-yl)pyrrolidine-3-carboxylic acid